(3'-(4-phenyl-6-(pyridin-2-yl)pyrimidin-2-yl)-[1,1'-biphenyl]-4-yl)boronic acid C1(=CC=CC=C1)C1=NC(=NC(=C1)C1=NC=CC=C1)C=1C=C(C=CC1)C1=CC=C(C=C1)B(O)O